tert-Butyl (3'-formyl-[1,1'-biphenyl]-3-yl)carbamate C(=O)C=1C=C(C=CC1)C1=CC(=CC=C1)NC(OC(C)(C)C)=O